COC1=C(C=CC(=C1)N1CCNCC1)NC=1N=CC=2N(C(C3=C(N(C2N1)C)SC(=N3)C)=O)C 6-((2-methoxy-4-(piperazin-1-yl)phenyl)amino)-2,4,9-trimethyl-4,9-dihydro-10H-pyrimido[5,4-b]thiazolo[5,4-e][1,4]diazepin-10-one